(5S)-6-(4'-fluoro-2'-methyl-[biphenyl]-4-yl)-5-methyl-4,5-dihydro-1,2,4-triazin-3(2H)-one FC1=CC(=C(C=C1)C1=CC=C(C=C1)C=1[C@@H](NC(NN1)=O)C)C